2-Amino-N-(1-{8-chloro-5-[(3R,5R)-3-fluoro-5-hydroxypiperidin-1-yl]imidazo[1,5-a]pyridin-6-yl}ethyl)pyrazolo[1,5-a]pyrimidine-3-carboxamide trifluoroacetate salt FC(C(=O)O)(F)F.NC1=NN2C(N=CC=C2)=C1C(=O)NC(C)C=1C=C(C=2N(C1N1C[C@@H](C[C@H](C1)O)F)C=NC2)Cl